FC1=CC=C(C=C1)C=1N=C(SC1C)NC(CC1=CC=C(OC2=C(C(=O)N)C=CC=N2)C=C1)=O 2-(4-(2-((4-(4-fluorophenyl)-5-methylthiazol-2-yl)amino)-2-oxoethyl)phenoxy)nicotinamide